C(C)(C)(C)OC(=O)N[C@H](CC(=O)O)CC1=CC=C(C=C1)C (S)-N-t-butoxycarbonyl-3-amino-4-(4-methylphenyl)butanoic acid